ClC=1C(=C(C=CC1)C1(CCC1)N1[C@@H](C[C@@](CC1)(C(=O)O)CC1=NC(=CC=C1F)NC1=NNC(=C1)C)C)F (2R,4R)-1-(1-(3-chloro-2-fluorophenyl)cyclobutyl)-4-((3-fluoro-6-((5-methyl-1H-pyrazol-3-yl)amino)pyridin-2-yl)methyl)-2-methylpiperidine-4-carboxylic acid